2-(trimethylsilyl)ethyl (3-(4-(2-(3,3-difluoro-2-(hydroxymethyl)azetidin-1-yl)-7,7-difluoro-6,7-dihydro-5H-cyclopenta[d]pyrimidin-4-yl)phenyl)-1,1-dioxidothietan-3-yl)carbamate FC1(C(N(C1)C=1N=C(C2=C(N1)C(CC2)(F)F)C2=CC=C(C=C2)C2(CS(C2)(=O)=O)NC(OCC[Si](C)(C)C)=O)CO)F